6,12-dibromo-9-oxa-2,4-diazatricyclo[8.4.0.0^{3,8}]tetradeca-1(14),3(8),4,6,10,12-hexaene BrC=1C=NC=2NC3=CC=C(C=C3OC2C1)Br